O[C@]12CCC([C@H]3[C@@]24CCN([C@@H]1CC1=CC=C(C(=C14)O3)OC)C)=O (4R,4aS,7aR,12bS)-4a-hydroxy-9-methoxy-3-methyl-2,3,4,4a,5,6-hexahydro-1H-4,12-methanobenzofuro[3,2-e]isoquinolin-7(7aH)-one